FC(C(=O)N1CC(C1)N1N=C(C2=CC=CC(=C12)C1=NC(=NO1)C1CCN(CC1)C)C1=CC=C(C=C1)OC(F)(F)F)=C 2-fluoro-1-(3-{7-[3-(1-methylhexahydropyridin-4-yl)-1,2,4-oxadiazol-5-yl]-3-{4-[(trifluoromethyl)oxy]phenyl}indazol-1-yl}azetidin-1-yl)prop-2-en-1-one